4-[2-(2-cyano-1,1-dimethyl-ethyl)-5-fluoro-1-(4-fluorophenyl)-4-hydroxy-indol-3-yl]-3-fluoro-benzoic acid C(#N)CC(C)(C)C=1N(C2=CC=C(C(=C2C1C1=C(C=C(C(=O)O)C=C1)F)O)F)C1=CC=C(C=C1)F